C(#N)C(C)(C)C1=CC=C(CN2N=CC(=C2)C(=O)OCC)C=C1 ethyl 1-(4-(2-cyanopropan-2-yl)benzyl)-1H-pyrazole-4-carboxylate